4-(5-(3,5-dichloro-4-fluorophenyl)-5-(trifluoromethyl)-4,5-dihydroisoxazol-3-yl)-N-((3-fluorophenyl)sulfinyl)-2-methylbenzamide ClC=1C=C(C=C(C1F)Cl)C1(CC(=NO1)C1=CC(=C(C(=O)NS(=O)C2=CC(=CC=C2)F)C=C1)C)C(F)(F)F